C(CCC)C1OS(OC1)(=O)=O 4-butyl-2,2-dioxo-1,3,2-dioxathiolane